O=C1N(CC2=C(C=CC=C12)N(C1CCC(CC1)NCCC(F)(F)F)CCC)C1C(NC(CC1)=O)=O 3-(1-oxo-4-(propyl((1r,4r)-4-((3,3,3-trifluoropropyl)amino)cyclohexyl)amino)isoindolin-2-yl)piperidine-2,6-dione